FC(C)(F)C1=NC=CC(=C1)CNC(=O)N[C@H]1[C@@H]2CC[C@H](C1)C2 |r| 1-[[2-(1,1-difluoroethyl)pyridin-4-yl]methyl]-3-[rac-(1R,2R,4S)-2-bicyclo[2.2.1]heptanyl]urea